tert-butyl((6-((3-(3'-chloro-5-formyl-6-methoxy-[2,4'-bipyridin]-2'-yl)-2-methylphenyl)carbamoyl)pyridin-3-yl)methyl)(2-hydroxyethyl)carbamate C(C)(C)(C)OC(N(CCO)CC=1C=NC(=CC1)C(NC1=C(C(=CC=C1)C1=NC=CC(=C1Cl)C1=NC(=C(C=C1)C=O)OC)C)=O)=O